C(CCCCC)SC1=NN=NN1CC1=CC=C(C=C1)C=C 5-hexylthio-1-(4-vinylbenzyl)-1H-tetrazole